ClC=1C=CC(=C(C1)C1=CC(=CC=C1)[C@@H](C)NC1=NC(=NC2=CC(=C(C=C12)OC)OC)C)OCCC N-[(1R)-1-(5'-chloro-2'-propoxybi-phenyl-3-yl)ethyl]-6,7-dimethoxy-2-methylquinazolin-4-amine